4-(2-methyl-1H-imidazol-4-yl)-N-(1-(methylsulfonyl)piperidin-4-yl)-5-(trifluoromethyl)pyrimidin-2-amine CC=1NC=C(N1)C1=NC(=NC=C1C(F)(F)F)NC1CCN(CC1)S(=O)(=O)C